tert-butyl (2S,4S)-4-(7-bromo-8-chloro-6-fluoro-4-(methylthio)-1H-pyrrolo[3,2-c]quinolin-1-yl)-2-(2-hydroxyethyl)piperidine-1-carboxylate BrC=1C(=CC=2C3=C(C(=NC2C1F)SC)C=CN3[C@@H]3C[C@H](N(CC3)C(=O)OC(C)(C)C)CCO)Cl